C(=O)C1CCC(CC1)N1N=C2C=C(C(=CC2=C1)NC(=O)C=1C=NC(=NC1)C(F)(F)F)C(C)(C)O N-[2-(4-formylcyclohexyl)-6-(1-hydroxy-1-methyl-ethyl)indazol-5-yl]-2-(trifluoromethyl)pyrimidine-5-carboxamide